4-(4-((1R,5S)-3,8-diazabicyclo[3.2.1]octan-3-yl)-8-fluoro-2-((tetrahydro-1H-pyrrolizin-7a(5H)-yl)methoxy)quinazolin-7-yl)-5-fluoronaphthalen-2-ol [C@H]12CN(C[C@H](CC1)N2)C2=NC(=NC1=C(C(=CC=C21)C2=CC(=CC1=CC=CC(=C21)F)O)F)OCC21CCCN1CCC2